(ethoxymethylene)malonic acid diisopropyl ester C(C)(C)OC(C(C(=O)OC(C)C)=COCC)=O